O=C1N(CCC(N1)=O)C=1C=C(OC2CCN(CC2)C(=O)OC(C)(C)C)C=CC1 tert-butyl 4-(3-(2,4-dioxotetrahydropyrimidin-1(2H)-yl)phenoxy)piperidine-1-carboxylate